C(#N)C1=CN=C(S1)C(C(=O)N)CNC1=NC=CC2=CC=C(C=C12)C1=NOC(=N1)C (5-cyanothiazol-2-yl)-3-[[7-(5-methyl-1,2,4-oxadiazol-3-yl)-1-isoquinolinyl]amino]propanamide